N-[(1R)-1-(3-Bromo-4-methoxy-phenyl)ethyl]-2-methyl-5-[(1R,4R)-5-methyl-2,5-diazabicyclo[2.2.1]heptan-2-yl]benzamide BrC=1C=C(C=CC1OC)[C@@H](C)NC(C1=C(C=CC(=C1)N1[C@H]2CN([C@@H](C1)C2)C)C)=O